CC=1NC(C2=CC=CC=C2C1)=O 3-methyl-1(2H)-isoquinolinone